(S)-2-(4-(6-((5-(difluoromethyl)thiazol-2-yl)methoxy)pyridin-2-yl)-2,5-difluorobenzyl)-4-fluoro-1-(oxetan-2-ylmethyl)-1H-benzo[d]imidazole-6-carboxylic acid FC(C1=CN=C(S1)COC1=CC=CC(=N1)C1=CC(=C(CC2=NC3=C(N2C[C@H]2OCC2)C=C(C=C3F)C(=O)O)C=C1F)F)F